N'-(methylenedi-p-phenylene)-bismaleimide C(C1=CC=C(C=C1)C=1C(=O)NC(C1)=O)C1=CC=C(C=C1)C=1C(=O)NC(C1)=O